1-(2-aminoethyl)cyclopropane-1-carboxylic acid NCCC1(CC1)C(=O)O